2-benzylisoquinoline-1(2H)-one C(C1=CC=CC=C1)N1C(C2=CC=CC=C2C=C1)=O